CN(C)C(C(=O)O)CC N,N-Dimethyl-aminobutyric acid